FC(C(=O)O)(F)F.NC=1C=CC(=C(C(=O)N[C@H](C)C2=CC=CC3=CC=CC=C23)C1)C(=O)N1CCCC1 (R)-5-amino-N-(1-(naphthalen-1-yl)ethyl)-2-(pyrrolidine-1-carbonyl)benzamide 2,2,2-trifluoroacetate